CC1=CN=C(O1)OC1=CC=C(C#N)C=C1 4-((5-methyl-oxazol-2-yl)oxy)benzonitrile